(Z)-N-((Z)-amino(thiophen-2-yl)methylene)-3-(4-chlorophenyl)-4-phenyl-N'-((4-(trifluoromethyl)phenyl)sulfonyl)-5,6-dihydropyridazine-1(4H)-carboximidamide N\C(=N/C(=N/S(=O)(=O)C1=CC=C(C=C1)C(F)(F)F)/N1N=C(C(CC1)C1=CC=CC=C1)C1=CC=C(C=C1)Cl)\C=1SC=CC1